2-bromo-7-(heptyloxy)-9-octyl-9H-carbazole BrC1=CC=2N(C3=CC(=CC=C3C2C=C1)OCCCCCCC)CCCCCCCC